N-[4-(4-cyano-1H-pyrazol-1-yl)-3-sulfamoylphenyl]-2-[2-(trifluoromethoxy)phenyl]acetamide C(#N)C=1C=NN(C1)C1=C(C=C(C=C1)NC(CC1=C(C=CC=C1)OC(F)(F)F)=O)S(N)(=O)=O